(S)-N-((S)-1-cyclohexyl-2-(6-(4-fluorobenzyl)-5-oxo-2,3,5,6-tetrahydro-1H-pyrrolo[2,3-c]pyridin-1-yl)-2-oxoethyl)-2-(methylamino)propanamide C1(CCCCC1)[C@@H](C(=O)N1CCC=2C1=CN(C(C2)=O)CC2=CC=C(C=C2)F)NC([C@H](C)NC)=O